8-phenyl-3,4,7,9,13,14-hexazatetracyclo[7.6.1.02,6.013,16]hexadeca-1(16),2(6),4,7,14-pentaene C1(=CC=CC=C1)C1=NC=2C=NNC2C=2C=NN3CCCN1C23